C(C)C1(C(=C(N(C(=C1C(=O)O)C)CC)C)C(=O)O)C(CC1=CC=C(C=C1)C(C)C)C diethyl-4-(1-(4-isopropylphenyl)propan-2-yl)-2,6-dimethyl-1,4-dihydropyridine-3,5-dicarboxylic acid